(1s,3s)-N-((8-(((tert-butyldimethylsilyl)oxy)methyl)-6-fluoroisoquinolin-5-yl)methyl)-3-(4-fluoro-3-(trifluoromethyl)phenoxy)cyclobutan-1-amine [Si](C)(C)(C(C)(C)C)OCC=1C=C(C(=C2C=CN=CC12)CNC1CC(C1)OC1=CC(=C(C=C1)F)C(F)(F)F)F